COC1=C(C=C(C=C1)OC)C=1SC(=CN1)CO (2-(2,5-dimethoxyphenyl)thiazol-5-yl)methanol